ClC1=CC=C(OCC(=O)NNC(=O)C23CC(C2)(C3)NC(OCCCC)=O)C=C1 butyl (3-(2-(2-(4-chlorophenoxy)acetyl)hydrazine-1-carbonyl)bicyclo[1.1.1]pentan-1-yl)carbamate